NCCN1C2=CC=C(C=C2C=2C=C(C=CC12)NC1=CC(=C(C=C1)Cl)Cl)Cl 9-(2-Aminoethyl)-6-chloro-N-(3,4-dichlorophenyl)-9H-carbazol-3-amine